C(C)(=O)ON=C(CCC1CCCC1)C=1C=CC=2N(C3=CC=C(C=C3C2C1)C(C1(CC=CC=C1)C)=O)CC 3-cyclopentyl-1-[9-ethyl-6-(1-methylbenzoyl)-9H-carbazol-3-yl]-1-propanone-1-(O-acetyl oxime)